benzyl ((2R,3R)-1-((4,4-difluorocyclohexyl)oxy)-3-((tetrahydro-2H-pyran-4-yl)methoxy)butan-2-yl)carbamate FC1(CCC(CC1)OC[C@H]([C@@H](C)OCC1CCOCC1)NC(OCC1=CC=CC=C1)=O)F